S(=O)(=O)(O)C(C(=O)OCCCCC)CC(=O)OCCCCC.[K] potassium di-n-amyl sulfosuccinate